aminopropylbenzene NCCCC1=CC=CC=C1